COC1=CC=C(CN(C2=C(C=C3C(=N2)C=C(N3COCC[Si](C)(C)C)CN3C(=CC=CC3=O)C3=NC=CC=C3)C)CC3=CC=C(C=C3)OC)C=C1 1-((5-(bis(4-methoxybenzyl)amino)-6-methyl-1-((2-(trimethylsilyl)ethoxy)methyl)-1H-pyrrolo[3,2-b]pyridin-2-yl)methyl)-[2,2'-bipyridine]-6(1H)-one